C1=CC=CC=2C3=CC=C4C(=C3CC12)C=C1C(=C4)C=CC=C1 benzo[b]benzofluorene